FC1(CC[C@@H](N(C1)C(=O)C1=NC(=CC=C1C)NC1=NC=CC(=C1)C(F)(F)F)CNC(C)=O)F (R)-N-((5,5-difluoro-1-(3-methyl-6-((4-(trifluoromethyl)pyridin-2-yl)amino)pyridine-2-carbonyl)piperidin-2-yl)methyl)acetamide